S1SCCSS1 1,2,5,6-tetrathiane